FC(OC1CN(N(C1)C(=O)OCC1=CC=CC=C1)C(=O)OC(C)(C)C)(F)F 1-Benzyl 2-tert-butyl 4-(trifluoromethoxy)pyrazolidine-1,2-dicarboxylate